N-(6-((2,4-difluoro-[1,1'-biphenyl]-3-yl)methyl)-5-((R)-oxetane-2-carbonyl)-5-azaspiro[2.4]heptan-7-yl)-1,1-difluoromethanesulfonamide FC1=C(C=CC(=C1CC1N(CC2(CC2)C1NS(=O)(=O)C(F)F)C(=O)[C@@H]1OCC1)F)C1=CC=CC=C1